6-methoxy-2-(2-methoxy-5-pyridyl)-N-(4-methylphenyl)-5-(trifluoromethyl)-4-pyrimidinamine COC1=C(C(=NC(=N1)C=1C=CC(=NC1)OC)NC1=CC=C(C=C1)C)C(F)(F)F